C(C)(C)(C)OC(=O)C1CCN(CC1)CC#N (cyanomethyl)piperidine-4-carboxylic acid tert-butyl ester